(R)-8-(1-((6-chloro-2-(1-hydroxy-1H-benzo[d][1,2,6]oxazaborinin-6-yl)pyridin-3-yl)amino)ethyl)-2-(4,4-dimethylpiperidin-1-yl)-6-fluoro-3-methyl-4H-chromen-4-one ClC1=CC=C(C(=N1)C=1C=CC2=C(C=NOB2O)C1)N[C@H](C)C=1C=C(C=C2C(C(=C(OC12)N1CCC(CC1)(C)C)C)=O)F